Tert-butyl dec-5-ene-2-carboxylate CC(CCC=CCCCC)C(=O)OC(C)(C)C